1-((5-Chloro-1-methyl-3-(5-methylisoxazol-3-yl)-1H-pyrazol-4-yl)methyl)-N-isopentyl-N-methylazepan-3-amine ClC1=C(C(=NN1C)C1=NOC(=C1)C)CN1CC(CCCC1)N(C)CCC(C)C